FC1=CC(=C(OC2=C(C(=O)O)C=C(C(=C2)C(F)(F)F)C2(CC2)F)C=C1)C 2-(4-fluoro-2-methylphenoxy)-5-(1-fluorocyclopropyl)-4-(trifluoromethyl)benzoic acid